C1(CC1)C1=CC(=C(C(=C1)F)N1N=C(C=C1)C=1C=CC(=C(C1)CNC(OC)=O)C)F methyl N-[[5-[1-(4-cyclopropyl-2,6-difluoro-phenyl)pyrazol-3-yl]-2-methyl-phenyl]methyl]carbamate